N-[4-(3-anilino-5-methyl-4-oxo-4,5,6,7-tetrahydro-1H-pyrrolo[3,2-c]pyridin-2-yl)pyridin-2-yl]-4,4-difluoro-2-(4-fluorophenyl)butanamide N(C1=CC=CC=C1)C1=C(NC2=C1C(N(CC2)C)=O)C2=CC(=NC=C2)NC(C(CC(F)F)C2=CC=C(C=C2)F)=O